[6-(5-Cyclopropyl-4H-1,2,4-triazol-3-yl)-2-azaspiro[3.3]heptan-2-yl]-[3-[5-[3-(trifluoromethyl)azetidin-1-yl]-2-pyridyl]azetidin-1-yl]methanone C1(CC1)C=1NC(=NN1)C1CC2(CN(C2)C(=O)N2CC(C2)C2=NC=C(C=C2)N2CC(C2)C(F)(F)F)C1